4-(4-chloro-2-fluorophenyl)-2-((2r,4s)-2-(1-cyclopropyl-1H-pyrazol-4-yl)tetrahydro-2H-pyran-4-yl)-6,7-dimethylpteridine ClC1=CC(=C(C=C1)C1=NC(=NC2=NC(=C(N=C12)C)C)[C@@H]1C[C@@H](OCC1)C=1C=NN(C1)C1CC1)F